(7S,11S,18R)-18-(4-(tert-butoxy)benzyl)-7,11-di(tert-butoxycarbonyl)-2,2-dimethyl-4,9,17,20-tetraoxo-3-oxa-8,10,16,19-tetraazatricosan-23-oic acid C(C)(C)(C)OC1=CC=C(C[C@H](C(NCCCC[C@H](NC(N[C@@H](CCC(OC(C)(C)C)=O)C(=O)OC(C)(C)C)=O)C(=O)OC(C)(C)C)=O)NC(CCC(=O)O)=O)C=C1